C(C)(C)(C)OC(=O)N1CC(C(CC1)OC1=NC(=C(N=C1)C)Cl)(C)C.OCC(NCCCNC(CO)(CO)CO)(CO)CO 1,3-BIS[TRIS(hydroxymethyl)methylamino]PROPANE tert-butyl-4-((6-chloro-5-methylpyrazin-2-yl)oxy)-3,3-dimethylpiperidine-1-carboxylate